5-(But-3-en-1-yloxy)-1,2,3,4-tetrahydronaphthalene C(CC=C)OC1=C2CCCCC2=CC=C1